ClC1=C(OC2=CC=C(OC3=NC=NC4=CC=C5C(=C34)OCCN5C(C=C)=O)C=C2)C=C(C=C1)Cl 1-(10-(4-(2,5-dichlorophenoxy)phenoxy)-2,3-dihydro-4H-[1,4]oxazino[2,3-f]quinazolin-4-yl)prop-2-en-1-one